5,15-dimethylheptatriacontane CC(CCCC)CCCCCCCCCC(CCCCCCCCCCCCCCCCCCCCCC)C